C(C)OC(=O)CNCCC[Si](OCC)(OCC)OCC N-(ethoxycarbonyl)methyl-3-aminopropyl-triethoxysilane